COC=1C=C2CCN(CC2=CC1NC=O)C (6-methoxy-2-methyl-1,2,3,4-tetrahydroisoquinolin-7-yl)formamide